COC=1C=C(C=C2CCC(OC12)C=1N=C(SC1)C)CN1C=NC=2C1=NC=C(C2)C#CC(C)(N)C 4-(3-((8-methoxy-2-(2-methylthiazol-4-yl)chroman-6-yl)methyl)-3H-imidazo[4,5-b]pyridin-6-yl)-2-methylbut-3-yn-2-amine